OCCN1C[C@H]2C([C@H]2C1)CS(=O)(=O)N1[C@H]2CC(C[C@@H]1CC2)NC(=O)C2=NOC(=C2)C2COC2 N-((1R,3R,5S)-8-((((1R,5S,6r)-3-(2-hydroxyethyl)-3-azabicyclo[3.1.0]hexan-6-yl)methyl)sulfonyl)-8-azabicyclo[3.2.1]octan-3-yl)-5-(oxetan-3-yl)isoxazole-3-carboxamide